methyl 2-(triphenyl-λ5-phosphanylidene)propanoate C1(=CC=CC=C1)P(=C(C(=O)OC)C)(C1=CC=CC=C1)C1=CC=CC=C1